1-(6-chloro-2-fluoro-3-methylbenzyl)-3-methyl-2-oxo-N-(2,4,6-trifluorobenzyl)-1,2,3,4-tetrahydroquinazoline-7-carboxamide ClC1=CC=C(C(=C1CN1C(N(CC2=CC=C(C=C12)C(=O)NCC1=C(C=C(C=C1F)F)F)C)=O)F)C